ClC=1C=CC(=NC1)/C=C/C(=O)N[C@H](C(=O)NC(C[C@H]1C(NCC1)=O)C(C(=O)NC1CC1)=O)CC(C)(C)C (2S)-2-((E)-3-(5-Chloropyridin-2-yl)acrylamido)-N-(4-(cyclopropylamino)-3,4-dioxo-1-((S)-2-oxopyrrolidin-3-yl)butan-2-yl)-4,4-dimethylpentanamid